Cl.CN(CCC(=O)O)C 3-(dimethylamino)propanoic acid hydrochloride